1-(6-nitropyridin-2-yl)piperidin-2-one [N+](=O)([O-])C1=CC=CC(=N1)N1C(CCCC1)=O